ClC1=C(N=C(NC1=O)C1=CC(=NC=C1)F)OC1CCOCC1 5-chloro-2-(2-fluoro-4-pyridinyl)-4-tetrahydropyran-4-yloxy-1H-pyrimidin-6-one